N-(5-(N-(2,6-dimethylphenyl)sulfamoyl)-6-methoxypyridin-3-yl)-3-(5-methyl-1,2,4-oxadiazol-3-yl)benzamide CC1=C(C(=CC=C1)C)NS(=O)(=O)C=1C=C(C=NC1OC)NC(C1=CC(=CC=C1)C1=NOC(=N1)C)=O